(R)-(+)-N-(1H-pyrrolo[2,3-b]pyridin-4-yl)-4-(1-aminoethyl)benzamide N1C=CC=2C1=NC=CC2NC(C2=CC=C(C=C2)[C@@H](C)N)=O